methyl 2-bromo-5-[[4-(1-ethylpropylamino)-5-methyl-pyrimidin-2-yl]amino]benzoate BrC1=C(C(=O)OC)C=C(C=C1)NC1=NC=C(C(=N1)NC(CC)CC)C